phosphorus sulfosuccinate sodium salt [Na+].S(=O)(=O)(O)C(C(=O)[O-])CC(=O)[O-].[P+3].S(=O)(=O)(O)C(C(=O)[O-])CC(=O)[O-]